5-(2,3-dimethylphenyl)-3-iodo-6-methoxy-1H-pyrazolo[4,3-b]Pyridine-1-carboxylic acid tert-butyl ester C(C)(C)(C)OC(=O)N1N=C(C2=NC(=C(C=C21)OC)C2=C(C(=CC=C2)C)C)I